BrC1=C(C=C2C=NC(=NC2=C1)C)OCCOC 7-bromo-6-(2-methoxyethoxy)-2-methylquinazolin